3-hydroxyisobutyric acid OCC(C(=O)O)C